S1C=NC2=C1C=CC(=C2)N2C1(CN(C1)C(=O)OC(C)(C)C)CCC2 Tert-butyl 5-(benzo[d]thiazol-5-yl)-2,5-diazaspiro[3.4]octane-2-carboxylate